(1S)-2-methoxy-1-phenylethan-1-amine COC[C@@H](N)C1=CC=CC=C1